5-[4-amino-5-(trifluoromethyl)-pyrrolo[2,1-f][1,2,4]triazin-7-yl]-N-[(3R,4S)-4-fluoro-1-(2-hydroxy-2-methylcyclopentyl)-pyrrolidin-3-yl]-2-methoxypyridine-3-carboxamide NC1=NC=NN2C1=C(C=C2C=2C=C(C(=NC2)OC)C(=O)N[C@@H]2CN(C[C@@H]2F)C2C(CCC2)(C)O)C(F)(F)F